FCC(C(=O)OCC1=C(C=C(C=C1)OC)OC)(C)OC 2,4-dimethoxybenzyl 3-fluoro-2-methoxy-2-methylpropanoate